C1(=CC=CC=C1)C1=NC(=NC(=N1)C1=CC=CC=C1)C1=C2C=CC=CC2=C(C2=CC=CC=C12)C1=CC=C(C2=C1OC1=C2C=CC=C1)C=1C=C(C=CC1)C=1SC2=C(N1)C=CC=C2 (3-(4-(10-(4,6-diphenyl-1,3,5-triazin-2-yl)anthracen-9-yl)dibenzofuran-1-yl)phenyl)benzothiazole